N1N=CC2=CC(=CC=C12)NC1=NC(=NC2=CC=CC=C12)C=1C=C(OCC(=O)O)C=CC1 2-(3-(4-(1H-indazol-5-ylamino)quinazolin-2-yl)phenoxy)acetic acid